(S)-4-(Trifluoromethyl)-5-((1-(2-((4-(5-(trifluoromethyl)pyrimidin-2-yl)piperazin-1-yl)sulfonyl)ethoxy)propan-2-yl)oxy)pyridazin-3(2H)-one FC(C=1C(NN=CC1O[C@H](COCCS(=O)(=O)N1CCN(CC1)C1=NC=C(C=N1)C(F)(F)F)C)=O)(F)F